tert-Butyl (2S,4S)-4-((7-bromo-2-chloro-8-fluoro-3-(hydroxymethyl)-6-iodoquinolin-4-yl)amino)-2-(2-((tert-butyldimethylsilyl)oxy)ethyl)piperidine-1-carboxylate BrC1=C(C=C2C(=C(C(=NC2=C1F)Cl)CO)N[C@@H]1C[C@H](N(CC1)C(=O)OC(C)(C)C)CCO[Si](C)(C)C(C)(C)C)I